C(C)OC(=O)N1[C@@H]2[C@@H](N(C[C@H]1CC2)S(=O)(=O)C=2C=NC(=CC2)OC2=CC=C(C=C2)F)C(=O)O (1S,2R,5R)-8-(ethoxycarbonyl)-3-((6-(4-fluorophenoxy)pyridin-3-yl)sulfonyl)-3,8-diazabicyclo[3.2.1]octane-2-carboxylic acid